4-(2-(4-fluorophenyl)-5,6-dihydro-4H-pyrrolo[1,2-b]pyrazol-3-yl)pyridin-2-amine FC1=CC=C(C=C1)C=1C(=C2N(N1)CCC2)C2=CC(=NC=C2)N